4-methyl-2-propionylaminopentanoate CC(CC(C(=O)[O-])NC(CC)=O)C